N1(N=CC=C1)C=1C=C2N(N=CC=C2N2C([C@]([C@@H](C2)C)(C#N)C2CC2)=O)C1 (3R,4S)-1-(6-(1H-pyrazol-1-yl)pyrrolo[1,2-b]pyridazin-4-yl)-3-cyclopropyl-4-methyl-2-oxopyrrolidine-3-carbonitrile